ethyl 2,2-dideuterio-1-[(4-methoxyphenyl)methyl]-3-oxo-piperidine-4-carboxylate [2H]C1(N(CCC(C1=O)C(=O)OCC)CC1=CC=C(C=C1)OC)[2H]